(R)-2-((1-(2-(4,4-difluoropiperidin-1-yl)-6-methyl-4-oxo-4H-chromen-8-yl)ethyl)amino)benzoic acid FC1(CCN(CC1)C=1OC2=C(C=C(C=C2C(C1)=O)C)[C@@H](C)NC1=C(C(=O)O)C=CC=C1)F